CC1CCC2=CC=3CCCC3C(=C12)NC(=O)N=S(=O)(N)C=1C=NN2C1OCCC2 N'-((3-methyl-1,2,3,5,6,7-hexahydro-s-indacen-4-yl)carbamoyl)-6,7-dihydro-5H-pyrazolo[5,1-b][1,3]oxazine-3-sulfonimidamide